10-Phenyl-9,9-dimethylthioxanthenium hexafluorophosphat F[P-](F)(F)(F)(F)F.C1(=CC=CC=C1)[S+]1C=2C=CC=CC2C(C2=CC=CC=C12)(C)C